COC1=CC=C(C=C1)C1CC(C1)N1N=C2N(C1=O)C(CC2)C2=NC=CN=C2 2-((1R,3R)-3-(4-methoxyphenyl)cyclobutyl)-5-(pyrazin-2-yl)-2,5,6,7-tetrahydro-3H-pyrrolo[2,1-c][1,2,4]triazol-3-one